O=C1NC(CC[C@@H]1C1=C(C=C(C=C1F)N1CC(C1)NC(OC1CC(C1)O[Si](C)(C)C(C)(C)C)=O)F)=O (1r,3r)-3-((tert-butyldimethylsilyl)oxy)cyclobutyl (1-(4-(2,6-dioxopiperidin-3-yl)-3,5-difluorophenyl)azetidin-3-yl)carbamate